C(C)(C)C=1SC(=CN1)C1=CC=C(C=N1)S(=O)(=O)NC=1C=CC=C2C=NN(C12)C 6-(2-ISOPROPYLTHIAZOL-5-YL)-N-(1-METHYL-1H-INDAZOL-7-YL)PYRIDINE-3-SULFONAMIDE